(1S,3aS,3bR,6aS,8R,10aS,10bR,12aS)-1-methoxy-8,12a-dimethyloctadecahydrobenzo[3,4]cyclohepta[1,2-e]inden-8-ol CO[C@H]1CC[C@H]2[C@H]3[C@H](CC[C@]12C)[C@@H]1[C@@H](CCC3)C[C@@](CC1)(O)C